N[C@H]1CS(C2=C(N(C1=O)CC1=CC=C(C=C1)Cl)C=C(C=C2)C=2OC(=NN2)N2[C@H]1COC[C@@H]2CC1)(=O)=O (3R)-3-amino-5-[(4-chlorophenyl)methyl]-7-[5-[(1R,5S)-3-oxa-8-azabicyclo[3.2.1]octan-8-yl]-1,3,4-oxadiazol-2-yl]-1,1-dioxo-2,3-dihydro-1lambda6,5-benzothiazepin-4-one